OC1=C(C2=CC(=C(C(=C2C=C1O)O)C1=C(C2=CC(=C(C(=C2C=C1C)C(NC[C@H](C)C1=CC=CC=C1)=O)O)O)O)C)C(=O)NC[C@H](C)C1=CC=CC=C1 2,3,5-trihydroxy-7-methyl-N-[(2R)-2-phenylpropyl]-6-[1,6,7-trihydroxy-3-methyl-5-[[(2R)-2-phenylpropyl]carbamoyl]naphthalen-2-yl]naphthalene-1-carboxamide